(4R)-4-[(1R,3aS,3bR,5aS,7S,9aS,9bS,11aR)-7-hydroxy-9a,11a-dimethyl-hexadecahydro-1H-cyclopenta[a]phenanthren-1-yl]-1-[4-(5-cyclopropoxypyrimidin-4-yl)piperazin-1-yl]pentan-1-one O[C@H]1CC[C@@]2([C@H]3CC[C@]4([C@H]([C@@H]3CC[C@H]2C1)CC[C@@H]4[C@@H](CCC(=O)N4CCN(CC4)C4=NC=NC=C4OC4CC4)C)C)C